ClC=1C(=NC=CC1NC(C1=C(N=C(C(=C1)F)N1N=C(N(C1=O)CC)CO)O[C@H](C(F)(F)F)C)=O)OC (S)-N-(3-Chloro-2-methoxypyridin-4-yl)-6-(4-ethyl-3-(hydroxymethyl)-5-oxo-4,5-dihydro-1H-1,2,4-triazol-1-yl)-5-fluoro-2-((1,1,1-trifluoropropan-2-yl)oxy)nicotinamide